C(CC)N(C(C(F)(F)F)=O)C1=CC=CC=C1 N-propyl-N-phenyl-trifluoroacetamide